NN1C2(N(N(N(N(C2=CC=N1)N)N)N)N)N hexaaminohexaazanaphthalene